N-(2-(benzyloxy)cyclopentyl)-3-(4H-1,2,4-triazol-4-yl)benzamide C(C1=CC=CC=C1)OC1C(CCC1)NC(C1=CC(=CC=C1)N1C=NN=C1)=O